2-(3-((2'-hydroxy-[1,1':3',1''-terphenyl]-2-yl)methoxy)propoxy)-5-methyl-[1,1':3',1''-terphenyl]-2'-ol OC1=C(C=CC=C1C1=CC=CC=C1)C1=C(C=CC=C1)COCCCOC1=C(C=C(C=C1)C)C1=C(C(=CC=C1)C1=CC=CC=C1)O